tert-butyl (2-(2-(3-cyano-4-fluorobenzyl)-4-fluorophenoxy)butyl)carbamate C(#N)C=1C=C(CC2=C(OC(CNC(OC(C)(C)C)=O)CC)C=CC(=C2)F)C=CC1F